C(CCCCCCCCCCCCC)OP(=O)([O-])O.[Na+] mono-sodium mono-tetradecylphosphate